1,3-bis(hydroxymethyl)-5,5-dimethyltetrahydroimidazole-2,4-dione OCN1C(N(C(C1(C)C)=O)CO)=O